(R)-(3-(Benzo[d]thiazol-2-yl)-8-methyl-5,6-dihydro-[1,2,4]triazolo[4,3-a]pyrazin-7(8H)-yl)(4-chlorophenyl)methanone S1C(=NC2=C1C=CC=C2)C2=NN=C1N2CCN([C@@H]1C)C(=O)C1=CC=C(C=C1)Cl